2-Acetamido-1,3,4,6-tetra-O-acetyl-2-deoxy-β-D-galactopyranose C(C)(=O)N[C@H]1[C@H](OC(C)=O)O[C@@H]([C@@H]([C@@H]1OC(C)=O)OC(C)=O)COC(C)=O